C1(CC1)NC(C1=C(C=CC=C1C)OC)=O N-cyclopropyl-2-methoxy-6-methyl-benzamide